N-(3-((4-(4-Aminopyrimidin-2-yl)-1,3-dimethyl-1H-pyrazol-5-yl)oxy)-2,2-dimethylpropyl)-6'-chloro-3-fluoro-5-((4-methylpiperazin-1-yl)methyl)-[2,3'-bipyridin]-4'-amine NC1=NC(=NC=C1)C=1C(=NN(C1OCC(CNC1=C(C=NC(=C1)Cl)C1=NC=C(C=C1F)CN1CCN(CC1)C)(C)C)C)C